yttrium-zinc [Zn].[Y]